C(C)(C)(C)OC(=O)N1OC(C[C@H]1C=1C=NC=C(C1)Br)O.BrC=1C=C(C=NC1)[C@H](CCO)N(C(OC(C)(C)C)=O)O Tert-butyl N-[(1S)-1-(5-bromo-3-pyridyl)-3-hydroxy-propyl]-N-hydroxy-carbamate Tert-butyl-(3S)-3-(5-bromo-3-pyridyl)-5-hydroxy-isoxazolidine-2-carboxylate